N-{[1,1'-biphenyl]-4-yl}-N-[4-(6,8-di-tert-butyl-9,9-dimethyl-9H-fluoren-4-yl)phenyl]-9,9-dimethyl-9H-fluorene-2-amine C1(=CC=C(C=C1)N(C1=CC=2C(C3=CC=CC=C3C2C=C1)(C)C)C1=CC=C(C=C1)C1=CC=CC=2C(C3=C(C=C(C=C3C12)C(C)(C)C)C(C)(C)C)(C)C)C1=CC=CC=C1